1-(6-((4-((2-fluoro-4-((1-(6-methylpyridin-3-yl)-1H-pyrazol-3-yl)oxy)phenyl)amino)-7-methoxyquinazolin-6-yl)oxy)-3-azabicyclo[3.1.1]heptan-3-yl)prop-2-en-1-one FC1=C(C=CC(=C1)OC1=NN(C=C1)C=1C=NC(=CC1)C)NC1=NC=NC2=CC(=C(C=C12)OC1C2CN(CC1C2)C(C=C)=O)OC